4-[3-[(4-chloro-2-fluoro-phenyl)methylsulfanyl]pyrazol-1-yl]piperidine ClC1=CC(=C(C=C1)CSC1=NN(C=C1)C1CCNCC1)F